NC1=C(C(=NC2=C(C=CC(=C12)Cl)Br)S(=O)CC1=NOC(=C1)C)C(C(C)C)=O 1-(4-amino-8-bromo-5-chloro-2-(((5-methylisoxazol-3-yl)methyl)sulfinyl)quinolin-3-yl)-2-methylpropan-1-one